2-((4-Amino-3-(4-hydroxyphenyl)-1H-pyrazolo[3,4-d]pyrimidin-1-yl)methyl)-3-(3-methoxy-5-(trifluoromethyl)benzyl)-5-(6-morpholino-6-oxohex-1-yn-1-yl)quinazolin-4(3H)-one NC1=C2C(=NC=N1)N(N=C2C2=CC=C(C=C2)O)CC2=NC1=CC=CC(=C1C(N2CC2=CC(=CC(=C2)C(F)(F)F)OC)=O)C#CCCCC(=O)N2CCOCC2